benzyl-4-[[(2S)-4-[3-(2,6-dibenzyloxy-3-pyridyl)-1-methyl-indazol-6-yl]-2-methyl-piperazin-1-yl]methyl]piperidine-1-carboxylate C(C1=CC=CC=C1)OC(=O)N1CCC(CC1)CN1[C@H](CN(CC1)C1=CC=C2C(=NN(C2=C1)C)C=1C(=NC(=CC1)OCC1=CC=CC=C1)OCC1=CC=CC=C1)C